NC1=C(C=CC=C1)C(C)(C)C1=C(C=CC=C1)N 2,2-bis(aminophenyl)propane